Dimethyl 5-bromo-3-methoxybenzene-1,2-dicarboxylate BrC1=CC(=C(C(=C1)C(=O)OC)C(=O)OC)OC